3-fluoro-N-(4-methylphenethyl)propan-1-amine FCCCNCCC1=CC=C(C=C1)C